C(C)(C)(C)C=1C=C(COC2=CC=C(C=C2)NC(=O)N2CCN(CC2)CC2=CC=NC=C2)C=C(C1)C(C)(C)C N-(4-((3,5-di-tert-butylbenzyl)oxy)phenyl)-4-(pyridin-4-ylmethyl)piperazine-1-carboxamide